4-(4-{tert-butyl}phenyl)-7-(methylsulfonyl)pyrrolo[1,2-a]quinoxaline C(C)(C)(C)C1=CC=C(C=C1)C=1C=2N(C3=CC=C(C=C3N1)S(=O)(=O)C)C=CC2